N,N-dimethyl-5-(4-{[trans-4-{[4-(pentafluoro-λ6-sulfanyl)phenyl]Amino}cyclohexyl]sulfonimidoyl}phenyl)pyridine-2-carboxamide CN(C(=O)C1=NC=C(C=C1)C1=CC=C(C=C1)S(=O)(=N)[C@@H]1CC[C@H](CC1)NC1=CC=C(C=C1)S(F)(F)(F)(F)F)C